tert-Butyl (4-(3-(3-aminohexahydro-1H-furo[3,4-b]pyrrol-1-yl)-5-fluoro-7,9-dihydrofuro[3,4-f]quinazolin-6-yl)-3-cyano-7-fluorothieno[3,2-c]pyridin-2-yl)carbamate NC1C2C(N(C1)C1=NC=3C(=C(C4=C(C3C=N1)COC4)C4=NC=C(C1=C4C(=C(S1)NC(OC(C)(C)C)=O)C#N)F)F)COC2